COC1=C(C2=C(C=N1)C=NN2C)NS(=O)(=O)C=2C=NN(C2)C2=NC=CC(=C2)C2(COC2)OC N-(6-METHOXY-1-METHYL-1H-PYRAZOLO[4,3-C]PYRIDIN-7-YL)-1-(4-(3-METHOXYOXETAN-3-YL)PYRIDIN-2-YL)-1H-PYRAZOLE-4-SULFONAMIDE